1-((1-acryloylazetidin-3-yl)methyl)-7-chloro-4-(2-isopropyl-4-methylpyridin-3-yl)-6-(5-methyl-1H-indazol-4-yl)-1,4-dihydropyridine C(C=C)(=O)N1CC(C1)CN1C=CC(C=C1C1=C2C=NNC2=C(C=C1C)Cl)C=1C(=NC=CC1C)C(C)C